1-(3-methylsulfonylphenyl)-6-oxo-pyridazine-3-carboxamide CS(=O)(=O)C=1C=C(C=CC1)N1N=C(C=CC1=O)C(=O)N